NCCC(=O)NC=1SC(=C(N1)C)C(=O)OCC ethyl 2-(3-aminopropionyl-amino)-4-methyl-thiazole-5-carboxylate